FC1(CCC(CC1)C=1NC=C(N1)CC1=C(C=NC=C1)F)F 4-((2-(4,4-Difluorocyclohexyl)-1H-imidazol-4-yl)methyl)-3-fluoropyridine